BrC=1O[C+]=C(N1)C(=O)OCC 2-bromo-4-(ethoxycarbonyl)-1,3-oxazol-5-ylium